OCC(CO)([NH3+])CO 1,3-Dihydroxy-2-(Hydroxymethyl)Propan-2-Aminium